N(=[N+]=[N-])[C@H]1[C@@H](O[C@@H]([C@H]([C@@H]1OCC1=CC=CC=C1)OCC1=CC=CC=C1)COCC1=CC=CC=C1)O[C@H]1[C@H](C(OC)O[C@@H]1COC1=CC=C(C=C1)OC)OCC1=CC=CC=C1 methyl 3-O-(2-azido-3,4,6-tri-O-benzyl-2-deoxy-beta-D-glucopyranosyl)-2-O-benzyl-5-O-(4-methoxyphenyl)-D-ribofuranoside